CC1(OCCO1)CC=O 2-(2-methyl-1,3-dioxolan-2-yl)acetaldehyde